FC(CN(C(C1=C(C=CC(=C1)F)C1=C2C=NN(C2=CC(=C1)C[C@H]1CN(CC1)CC1CCC(CC1)NS(=O)(=O)CC)C)=O)C(C)C)F N-(2,2-difluoroethyl)-5-fluoro-2-(1-methyl-6-{[(3R)-1-{[(1r,4r)-4-ethylsulfonylaminocyclohexyl]methyl}pyrrolidin-3-yl]methyl}-1H-indazol-4-yl)-N-(isopropyl)benzamide